2-(Cyanomethyl)-3-ethoxy-2-methyl-3-oxo-propionic acid C(#N)CC(C(=O)O)(C(=O)OCC)C